C1(CC1)C[C@@]1(NC(NC1=O)=O)CNC(=O)C1=NC(=NO1)C1=CC=CC=C1 |r| rac-N-[(4-(cyclopropylmethyl)-2,5-dioxoimidazolidin-4-yl)methyl]-3-phenyl-1,2,4-oxadiazole-5-carboxamide